C(C)(C)(C)OC(=O)CN[C@@H](CCC(=O)[O-])C(=O)[O-] tert-butyloxycarbonylmethylglutamat